NC1=NC=CC(=N1)C=1C2=C(C(=NC1)NCC=1C=C(C(=O)NCC(C)(F)F)C=CC1)CCO2 3-(((7-(2-Aminopyrimidin-4-yl)-2,3-dihydrofuro[3,2-c]pyridin-4-yl)amino)methyl)-N-(2,2-difluoropropyl)benzamid